4-(hydroxydimethylsilyl)oxysalicylic acid O[Si](OC=1C=C(C(C(=O)O)=CC1)O)(C)C